C1(CC1)C1=C(C(=NO1)C1=C(C=CC=C1)C(F)(F)F)/C=C/C1CC2(CN(C2)C=2SC3=NC=CC(=C3N2)C)C1 (E)-2-(6-(2-(5-Cyclopropyl-3-(2-(trifluoromethyl)phenyl)isoxazol-4-yl)vinyl)-2-azaspiro[3.3]heptan-2-yl)-7-methylthiazolo[5,4-b]pyridin